OC(CS(=O)(=O)O)C 2-hydroxypropane-sulfonic acid